{2-[5-(1-{[(2,4-dimethylphenyl)(5-methylfuran-2-yl)methyl]carbamoyl}cyclopropyl)-1H-indol-3-yl]ethoxy}phosphonic acid CC1=C(C=CC(=C1)C)C(C=1OC(=CC1)C)NC(=O)C1(CC1)C=1C=C2C(=CNC2=CC1)CCOP(O)(O)=O